[Pd].[Pd].C(C1=CC=CC=C1)=CC(C=CC1=CC=CC=C1)=O.C(C1=CC=CC=C1)=CC(C=CC1=CC=CC=C1)=O.C(C1=CC=CC=C1)=CC(C=CC1=CC=CC=C1)=O tris(dibenzylidene-propanone) dipalladium